BrC/C=C/CN1C(=NC2=C1C(=CC(=C2)C(N)=O)OCCCNC(OC(C)(C)C)=O)NC(=O)C2=CC(=NN2CC)C tert-butyl (E)-(3-((1-(4-bromobut-2-en-1-yl)-5-carbamoyl-2-(1-ethyl-3-methyl-1H-pyrazole-5-carboxamido)-1H-benzo[d]imidazol-7-yl)oxy)propyl)carbamate